4,7-dimethyl-1-(propan-2-yl)-1,2,3,5,6,8a-hexahydronaphthalene CC=1CCC(C2C=C(CCC12)C)C(C)C